C(C)(C)C=1SC=C(N1)C(C)(C)N1C[C@@](CC1)([C@@H]1OCCC1)CCC1=CC=C(C=C1)S(=O)(=O)C |o1:16| 2-isopropyl-4-(2-((R)-3-(4-(methylsulfonyl)phenethyl)-3-((R or S)-tetrahydrofuran-2-yl)pyrrolidin-1-yl)propan-2-yl)thiazole